N1C(C(C2=CC=CC=C12)=O)=O Indoline-2,3-dione